N-[(3S)-9-fluoro-2-oxo-5-phenyl-1,3-dihydro-1,4-benzodi-azepin-3-yl]-2-(6-methoxypyridin-3-yl)-pyrazolo[1,5-a]pyrimidine-3-carboxamide FC1=CC=CC=2C(=N[C@@H](C(NC21)=O)NC(=O)C=2C(=NN1C2N=CC=C1)C=1C=NC(=CC1)OC)C1=CC=CC=C1